C(CCCCCCC\C=C/CCCCCCC)NC(CCCC(=O)NCCCCCCCC\C=C/CCCCCCCC)=O N'-[(Z)-heptadec-9-enyl]-N-[(Z)-octadec-9-enyl]pentanediamide